C1(=CC=C(C=C1)C(CC(=O)C1=CC=CC=C1)N1N=CC(=N1)C1=CC=CC=C1)C1=CC=CC=C1 3-([1,1'-Biphenyl]-4-yl)-1-phenyl-3-(4-phenyl-2H-1,2,3-triazol-2-yl)propan-1-one